2-(4-(2-(5-Cyclopropyl-3-(2,6-dichlorophenyl)isoxazol-4-yl)vinyl)bicyclo[2.2.2]octan-1-yl)benzo[d]thiazol C1(CC1)C1=C(C(=NO1)C1=C(C=CC=C1Cl)Cl)C=CC12CCC(CC1)(CC2)C=2SC1=C(N2)C=CC=C1